ClC=1C(=NC=CC1C1=NC(=C(C=C1)CO)OC)C=1C(=C(C=CC1)NC(C1=NC=C(C=C1)CN1CC(C1)O)=O)C N-(3-(3'-Chloro-5-(hydroxymethyl)-6-methoxy-[2,4'-bipyridin]-2'-yl)-2-methylphenyl)-5-((3-hydroxyazetidin-1-yl)methyl)picolinamide